1,2-dimethylbenzylamine CC1(CN)C(C=CC=C1)C